(1R,4R)-2,5-diaza-bicyclo[2.2.1]heptane hydrochloride Cl.[C@H]12NC[C@H](NC1)C2